C(C1=CC=CC=C1)N1N=NC(=C1)CCCCC(=O)O 5-(1-benzyl-1H-1,2,3-triazole-4-yl)valeric acid